CC1=NOC(=C1C)NS(=O)(=O)C=1C(=NC=CC1)C#CC=1C=C2C(OCC2=CC1C)(C)C N-(3,4-Dimethylisoxazol-5-yl)-2-((3,3,6-trimethyl-1,3-dihydroisobenzofuran-5-yl)ethynyl)pyridine-3-sulfonamide